NC1C2=CC(=CC=C2CC12CCNCC2)N2C(CCCC2)=O 1-amino-6-(2-oxopiperidin-1-yl)-1,3-dihydrospiro[indene-2,4'-piperidin]